(2S,3R)-3-[(cyclopropanesulfonyl)amino]-4,4-difluoro-2-[(2-fluoro[1,1'-biphenyl]-3-yl)methyl]pyrrolidine-1-carboxylic acid tert-butyl ester C(C)(C)(C)OC(=O)N1[C@H]([C@H](C(C1)(F)F)NS(=O)(=O)C1CC1)CC=1C(=C(C=CC1)C1=CC=CC=C1)F